1-(4-(5-(2,3-dihydro-1H-inden-5-yl)-4,5-dihydro-1H-pyrazole-1-carbonyl)piperidin-1-yl)ethanone C1CCC2=CC(=CC=C12)C1CC=NN1C(=O)C1CCN(CC1)C(C)=O